BrC=1C=NN2C1N=C(N=C2NCC2=NN=C(N2)C2=C(C=CC=C2)OC(F)(F)F)N2CCOCC2 8-bromo-2-(morpholin-4-yl)-N-({5-[2-(trifluoromethoxy)phenyl]-4H-1,2,4-triazol-3-yl}methyl)pyrazolo[1,5-a][1,3,5]triazin-4-amine